NC1=NC=C(C(=N1)C(F)F)C1=NC(=NC(=N1)N1CCOCC1)N1CCN(CC1)C(=O)[C@@H]1CN(CC1)C(CCCC(C=C(C)C)=O)=O (S)-1-(3-(4-(4-(2-amino-4-(difluoromethyl)pyrimidin-5-yl)-6-morpholino-1,3,5-triazin-2-yl)piperazine-1-carbonyl)pyrrolidin-1-yl)-7-methyloct-6-ene-1,5-dione